3-(4-(4-bromobenzoyl)phenyl)propanal BrC1=CC=C(C(=O)C2=CC=C(C=C2)CCC=O)C=C1